CC(C)(CCC[C@@](CC(=O)OC)(C(=O)O[C@H]1[C@H]2C3=CC4=C(C=C3CCN5[C@@]2(CCC5)C=C1OC)OCO4)O)O The molecule is a cephalotaxine-derived alkaloid ester obtained from Cephalotaxus harringtonia; used for the treatment of chronic or accelerated phase chronic myeloid leukaemia. It has a role as an antineoplastic agent, a protein synthesis inhibitor, an apoptosis inducer and an anticoronaviral agent. It is an alkaloid ester, a tertiary alcohol, an organic heteropentacyclic compound and an enol ether. It derives from a cephalotaxine.